(R)-7-((1R,3s,5S,6S)-6-(1-isopropyl-3-(6-(trifluoromethyl)pyridin-2-yl)-1H-pyrazol-5-yl)bicyclo[3.1.0]hexan-3-yl)-2-thia-7-azaspiro[4.5]decane 2,2-dioxide C(C)(C)N1N=C(C=C1C1[C@H]2CC(C[C@@H]12)N1C[C@]2(CCS(C2)(=O)=O)CCC1)C1=NC(=CC=C1)C(F)(F)F